7-(2-methoxyphenyl)-N,N-dimethyl-5-(1-(1,2,3,4-tetrahydroisoquinoline-3-carbonyl)-1,2,5,6-tetrahydropyridin-3-yl)benzofuran-2-carboxamide COC1=C(C=CC=C1)C1=CC(=CC=2C=C(OC21)C(=O)N(C)C)C=2CN(CCC2)C(=O)C2NCC1=CC=CC=C1C2